C(C)OC(C(C)I)=O ethyl-2-iodopropionate